(S)-5-[1-(2-chloro-6-fluoro-phenyl)-piperidin-4-yl]-2-cyclopropyl-4-methyl-7-(2-trifluoromethyl-benzyl)-2,4,5,7-tetrahydro-pyrazolo[3,4-d]pyrimidin-6-one ClC1=C(C(=CC=C1)F)N1CCC(CC1)N1C(N(C=2C([C@@H]1C)=CN(N2)C2CC2)CC2=C(C=CC=C2)C(F)(F)F)=O